C1C=CCC1 (1R,4S)-cyclopent-2-ene